O=C1NC(CCC1N1C(C2=CC=CC(=C2C1=O)NCCCCC(=O)N1CCN(CC1)C1=NC=C(C(=O)N2CCC(CC2)CCCCNC(\C=C\C=2C=NC=CC2)=O)C=C1)=O)=O (E)-N-(4-(1-(6-(4-(5-((2-(2,6-dioxopiperidin-3-yl)-1,3-dioxoisoindolin-4-yl)amino)pentanoyl)piperazin-1-yl)nicotinoyl)piperidin-4-yl)butyl)-3-(pyridin-3-yl)acrylamide